sodium bis(salicyl) borate B(OCC=1C(O)=CC=CC1)(OCC=1C(O)=CC=CC1)[O-].[Na+]